BrC1=CC=C2C(=C1)COC21CN(C1)C[C@H]1CN(C[C@H](O1)C)C=1C=2N(C(=CC1)C#N)N=CC2F 4-[(2s,6r)-2-[(6-bromospiro[1H-isobenzofuran-3,3'-azetidin]-1'-yl)methyl]-6-methyl-morpholin-4-yl]-3-fluoro-pyrazolo[1,5-a]pyridine-7-carbonitrile